[N+](=O)([O-])C1=CC=C(C=2C1=NON2)NCCCCCC(=O)Cl 6-[(7-nitro-2,1,3-benzoxadiazol-4-yl)amino]hexanoyl chloride